NCCOC1=C(NC(C2=CC(=CC=C12)F)=O)C1=CC(=CC=C1)Br 4-(2-amino-ethoxy)-3-(3-bromo-phenyl)-7-fluoro-2H-isoquinolin-1-one